tert-butyl 2,4-dichloro-7,7-dimethyl-6,7-dihydro-8H-pyrimido[5,4-b][1,4]oxazine-8-carboxylate ClC=1N=C(C=2OCC(N(C2N1)C(=O)OC(C)(C)C)(C)C)Cl